ClC1=CC=C(CCNCC2=CC(=NC=C2)C=2C=C3CN(C(C3=CC2)=O)C2C(NC(CC2)=O)=O)C=C1 3-(5-(4-(((4-chlorophenethyl)amino)methyl)pyridin-2-yl)-1-oxoisoindolin-2-yl)piperidine-2,6-dione